ClC1=C(C=C(C(=O)N2CC=3C(=NN4C3C(N(C[C@H]4C(=O)NC)[C@H](C)C4=CC=C(C=C4)OC(F)F)=O)C[C@H]2C)C=C1)C#N |o1:17,22| (3R,7S*)-2-(4-chloro-3-cyanobenzoyl)-9-((R*)-1-(4-(difluoromethoxy)phenyl)ethyl)-N,3-dimethyl-10-oxo-1,2,3,4,7,8,9,10-octahydropyrido[4',3':3,4]pyrazolo[1,5-a]pyrazine-7-carboxamide